BrC=1C=C(C=C(C1)NCCN)NC(=O)NC1=C(C(=CC(=C1)Cl)Cl)CCO 1-[3-bromo-5-(2-aminoethylamino)phenyl]-3-[3,5-dichloro-2-(2-hydroxyethyl)phenyl]urea